2-[6-[[4-(trifluoromethyl)pyrazol-1-yl]methyl]-2-azaspiro[3.3]heptane-2-carbonyl]-2,5-diazaspiro[3.4]octan-6-one FC(C=1C=NN(C1)CC1CC2(CN(C2)C(=O)N2CC3(C2)NC(CC3)=O)C1)(F)F